OC1=C(C=C(C=C1C(C)(C)CC)C(C)(C)CC)C(C)C1=C(C(=CC(=C1)C(C)(C)CC)C(C)(C)CC)O 2-[1-(2-hydroxy-3,5-di-tert-pentylphenyl)ethyl]-4,6-di-tert-pentylphenol